ethyl (3S)-1-[1-[[5-methyl-3-(6-methyl-3-pyridyl)isoxazol-4-yl]methyl]-6-oxo-pyridazin-4-yl]pyrrolidine-3-carboxylate CC1=C(C(=NO1)C=1C=NC(=CC1)C)CN1N=CC(=CC1=O)N1C[C@H](CC1)C(=O)OCC